6'-((7H-pyrrolo[2,3-d]pyrimidin-4-yl)amino)-8'-chloro-2'H-spiro[cyclohexane-1,3'-imidazo[1,5-a]pyridine]-1',5'-dione hydrochloride Cl.N1=CN=C(C2=C1NC=C2)NC2=CC(=C1N(C2=O)C2(NC1=O)CCCCC2)Cl